N-(4-hydroxy-4-methylcyclohexyl)-2-(1H-imidazol-1-yl)pyrimidine-4-carboxamide OC1(CCC(CC1)NC(=O)C1=NC(=NC=C1)N1C=NC=C1)C